C12CN(CC(CC1)O2)C2=NC=1N(C=C2)N=CC1C(=O)O 5-(8-oxa-3-azabicyclo[3.2.1]oct-3-yl)pyrazolo[1,5-a]pyrimidine-3-carboxylic acid